CC=1NC=C(C1C(=O)O)C 2,4-dimethyl-1H-pyrrole-3-carboxylic acid